CN1C(C(C2=CC=CC=C12)(O)C1=CNC2=CC=CC=C12)=O 1-methyl-3-(3-indolyl)-3-hydroxy-indol-2-one